trans-(1-((3-(1-Aminoethyl)phenyl)sulfonyl)-5-phenylpiperidin-3-yl)(morpholino)methanone 2,2,2-trifluoroacetate FC(C(=O)O)(F)F.NC(C)C=1C=C(C=CC1)S(=O)(=O)N1C[C@H](C[C@@H](C1)C1=CC=CC=C1)C(=O)N1CCOCC1